N,N-dibenzyl-1-(2,5-dimethoxy-4-propylphenyl)-3-fluoropropan-2-amine C(C1=CC=CC=C1)N(C(CC1=C(C=C(C(=C1)OC)CCC)OC)CF)CC1=CC=CC=C1